[Zn].P1(OCCCCO1)=O.C(CN)N ethylenediamine tetramethylene phosphonate zinc